CN1CCC(CC1)C(=O)NC=1SC(=CN1)C=1C=CN2C(C=CC=C2C1)=O 1-methyl-N-(5-(4-oxo-4H-quinolizin-8-yl)thiazol-2-yl)piperidine-4-carboxamide